N1N=CC2=C1N=CC=C2C(=O)N2CC1(C2)CC(C1)NC(=O)NC1=CC(=CC=C1)SC(F)(F)F 1-(2-(1H-pyrazolo[3,4-b]pyridine-4-carbonyl)-2-azaspiro[3.3]heptan-6-yl)-3-(3-((trifluoromethyl)thio)phenyl)urea